N-[5-[[2-(Difluoromethoxy)pyridin-4-yl]carbamoyl]-4-fluoro-2-methylphenyl]-2-methyl-1,3-thiazole-5-carboxamide FC(OC1=NC=CC(=C1)NC(=O)C=1C(=CC(=C(C1)NC(=O)C1=CN=C(S1)C)C)F)F